N1=C(N=CC2=C1C=CO2)C(=O)N pyrimidofurancarboxamide